3-(2-(4-oxo-2-(trifluoromethyl)-4,5-dihydro-1H-pyrrolo[2,3-d]pyridazine-1-yl)ethoxy)propanoic acid O=C1C2=C(C=NN1)N(C(=C2)C(F)(F)F)CCOCCC(=O)O